FC=1C(=C(C=CC1F)C1CCN(CC1)C(=O)C1=NNC=2CN(CCC21)C(=O)OC(C)(C)C)C(F)(F)F tert-butyl 3-(4-(3,4-difluoro-2-(trifluoromethyl)phenyl)piperidine-1-carbonyl)-1,4,5,7-tetrahydro-6H-pyrazolo[3,4-c]pyridine-6-carboxylate